methyl-2-methoxy-thiopropionate COC(C(C)OC)=S